O=C1N(CCC(N1)=O)C1=NN(C2=CC(=CC=C12)C1CCN(CC1)CC1CN(CCC1)S(=O)(=O)N1CCC(CC1)NC(OC(C)(C)C)=O)C Tert-butyl N-{1-[3-({4-[3-(2,4-dioxo-1,3-diazinan-1-yl)-1-methylindazol-6-yl]piperidin-1-yl}methyl)piperidin-1-ylsulfonyl]piperidin-4-yl}carbamate